BrC1=CC=C(C=C1)CN1C(=NC=C1)CC 1-[(4-bromo-phenyl)methyl]-2-ethyl-imidazole